C(CCCCC)=NO hexanaldoxime